ethyl 2-[(3R)-1-[6-(5-{[4-(cyclopropylmethyl)-2H-1,2,3-triazol-2-yl]methyl}-1-methyl-1H-1,2,3-triazol-4-yl)-2-(difluoromethyl)pyridin-3-yl]piperidin-3-yl]acetate C1(CC1)CC1=NN(N=C1)CC1=C(N=NN1C)C1=CC=C(C(=N1)C(F)F)N1C[C@H](CCC1)CC(=O)OCC